C1(CC1)N(CC(=O)OCC)C=1C2=C(N=C(N1)OC[C@]13CCCN3C[C@@H](C1)F)C(=C(N=C2)C2=CC(=CC1=CC=C(C(=C21)C#C)F)O)F Ethyl N-cyclopropyl-N-(7-(8-ethynyl-7-fluoro-3-hydroxynaphthalen-1-yl)-8-fluoro-2-(((2R,7aS)-2-fluorotetrahydro-1H-pyrrolizin-7a(5H)-yl)methoxy)pyrido[4,3-d]pyrimidin-4-yl)glycinate